NC=1C=2N(C=C(N1)C)C(=CN2)C=2C=C(C=CC2)S(=O)(=O)NC21CCC(C2)(C1)CO 3-(8-Amino-6-methylimidazo[1,2-a]pyrazin-3-yl)-N-(4-(hydroxymethyl)bicyclo[2.1.1]hexan-1-yl)benzenesulfonamide